morpholin-4-ium bromide [Br-].[NH2+]1CCOCC1